(3R)-N-(cyclobutylmethyl)-1-(6-(1-(4-(5-methoxypyridin-3-yl)-1H-1,2,3-triazol-1-yl)ethyl)pyridin-3-yl)piperidin-3-amine C1(CCC1)CN[C@H]1CN(CCC1)C=1C=NC(=CC1)C(C)N1N=NC(=C1)C=1C=NC=C(C1)OC